C(C)C1=C(C(=O)O)C=CC(=C1)N(C)C.CN(C(C1=CC=CC=C1)=O)C N,N-dimethylbenzamide (Ethyl-4-dimethylamino benzoate)